sodium bis-triacontyl sulfate S(=O)(=O)(OCCCCCCCCCCCCCCCCCCCCCCCCCCCCCC)OCCCCCCCCCCCCCCCCCCCCCCCCCCCCCC.[Na]